C[C@@H]1[C@@H](C1)C1=CC(=NO1)C(=O)NC1C[C@H]2CC[C@@H](C1)N2S(=O)(=O)CC2CCN(CC2)C 5-((1R,2S)-2-Methylcyclopropyl)-N-((1R,3r,5S)-8-(((1-methylpiperidin-4-yl)methyl)sulfonyl)-8-azabicyclo(3.2.1)octan-3-yl)isoxazole-3-carboxamide